FC(OC=1C=CC=C2C=CC=NC12)(F)C1=C(C#N)C=CC=N1 (difluoro(quinolin-8-yloxy)methyl)nicotinonitrile